ClC1=CC=2C3=C(N=C(NC2C(=N1)C)C1=C(C=CC=C1F)F)C=NN3CC3=CC=C(C=C3)OC 9-chloro-5-(2,6-difluorophenyl)-1-(4-methoxybenzyl)-7-methyl-1,6-dihydropyrazolo[4,3-d]pyrido[4,3-f][1,3]diazepine